3-dibutylamino-6-methyl-7-Anilinofluoran CCCCN(CCCC)C1=CC2=C(C=C1)C3(C4=CC=CC=C4C(=O)O3)C5=C(O2)C=C(C(=C5)NC6=CC=CC=C6)C